(2-(allylamino)-4-aminothiazol-5-yl)(5-fluorothiophen-2-yl)methanone C(C=C)NC=1SC(=C(N1)N)C(=O)C=1SC(=CC1)F